FC1=C(C2=C(N(C(N2C)=O)C2C(NC(CC2)=O)=O)C=C1)C1CCNCC1 3-[5-Fluoro-3-methyl-2-oxo-4-(4-piperidyl)benzimidazol-1-yl]piperidine-2,6-dione